propenyl-eugenol C(=CC)C1=C(C(=CC(=C1)CC=C)OC)O